C(CCCCCCCCCCCCCCCCCC(=O)N)CCCCCCCCCCCCCCCCCC(=O)N methylenebis-stearoamide